2-(1,3-Dimethylpyrazolo[4,3-c]pyridin-6-yl)cyclohexanone CN1N=C(C=2C=NC(=CC21)C2C(CCCC2)=O)C